ClCC1=CC=C(N=N1)NCC1=CC=C(C=C1)OC 6-(chloromethyl)-N-(4-methoxybenzyl)pyridazin-3-amine